CN(NC(CC(=O)O)(C1=CC=CC=C1)C1=CC=CC=C1)C1=CC=CC=C1 3-(2-methyl-2-phenylhydrazino)-3,3-diphenylpropionic acid